(S)-N-(2,2'-dichloro-3'-(5-(((2-hydroxyethyl)amino)methyl)picolinamido)-[1,1'-biphenyl]-3-yl)-4-((R)-3-hydroxypyrrolidin-1-yl)-4,5,6,7-tetrahydropyrazolo[1,5-a]pyridine-2-carboxamide ClC1=C(C=CC=C1NC(=O)C1=NN2C([C@H](CCC2)N2C[C@@H](CC2)O)=C1)C1=C(C(=CC=C1)NC(C1=NC=C(C=C1)CNCCO)=O)Cl